CC1=NN(C(=C1)C)C=1C=CC(N(N1)CC1CN(C1)C(=O)C1=NC2=CC=CC=C2C=C1)=O 6-(3,5-dimethylpyrazol-1-yl)-2-[[1-(quinoline-2-carbonyl)azetidin-3-yl]methyl]pyridazin-3-one